C1(CCCC1)N1C2=NC(=NC=C2N=C1NC1=CC=CC=C1)NC1=CC=C(C=C1)N1CCC(CC1)N1CCN(CC1)CC=1C=C(C=CC1)C1C(NC(CC1)=O)=O 3-(3-((4-(1-(4-((9-cyclopentyl-8-(phenylamino)-9H-purin-2-yl)amino)phenyl)piperidin-4-yl)piperazin-1-yl)methyl)phenyl)piperidine-2,6-dione